2-heptene-2-carboxylic acid CC(=CCCCC)C(=O)O